tert-Butyl-((7R)-2-(4-methoxy-3-methyl-2-(4,4,5,5-tetramethyl-1,3,2-dioxaborolan-2-yl)benzo[b]thiophene-6-carbonyl)-2-azabicyclo[2.2.1]heptan-7-yl)carbamate C(C)(C)(C)OC(N[C@H]1C2N(CC1CC2)C(=O)C=2C=C(C1=C(SC(=C1C)B1OC(C(O1)(C)C)(C)C)C2)OC)=O